BrC=1C=C(CN2CCC(CC2)C=2C=C3CN(C(C3=CC2)=O)C2C(NC(CC2)=O)=O)C=C(C1)Br 3-(5-(1-(3,5-dibromobenzyl)piperidin-4-yl)-1-oxoisoindolin-2-yl)piperidine-2,6-dione